ClC1=C(C=CC(=C1)N1C(=CC2=C1N=CNC2=O)Cl)C2N(CCOC2)C(=O)OC(C)(C)C tert-butyl 3-(2-chloro-4-(6-chloro-4-oxo-3,4-dihydro-7H-pyrrolo[2,3-d]pyrimidin-7-yl)phenyl)morpholine-4-carboxylate